(E)-tert-butyl (3-((5-((benzylimino)methyl)-2-(methylthio)pyrimidin-4-yl)amino)phenyl)carbamate C(C1=CC=CC=C1)\N=C\C=1C(=NC(=NC1)SC)NC=1C=C(C=CC1)NC(OC(C)(C)C)=O